1-(tert-butyl) 2-methyl (R)-pyrrolidine-1,2-dicarboxylate N1([C@H](CCC1)C(=O)OC)C(=O)OC(C)(C)C